(3-(7,7-difluoro-2-((2S,3R)-3-hydroxy-2-methylazetidin-1-yl)-6,7-dihydro-5H-cyclopenta[d]pyrimidin-4-yl)phenyl)(difluoromethyl)(imino)-λ6-sulfanone FC1(CCC2=C1N=C(N=C2C=2C=C(C=CC2)S(=O)(=N)C(F)F)N2[C@H]([C@@H](C2)O)C)F